(E)-7-(3-(2-methoxybenzylidene)-2,5-dioxopyrrolidinyl)heptanoic acid ethyl ester C(C)OC(CCCCCCN1C(/C(/CC1=O)=C/C1=C(C=CC=C1)OC)=O)=O